(5R)-5-[(1R,3aS,3bR,5aS,9aS,9bS,11aR)-7-formyl-9a,11a-dimethylhexadecahydro-1H-cyclopenta[1,2-a]phenanthrene-1-yl]hexanoic acid methyl ester COC(CCC[C@@H](C)[C@H]1CC[C@@H]2[C@@]1(CC[C@@H]1[C@]3(CCC(C[C@@H]3CC[C@@H]21)C=O)C)C)=O